(2S,3S)-3-((2-chloro-5-fluoro-6-(2-thienyl)pyrimidin-4-yl)amino)bicyclo[2.2.2]Octane-2-carboxylic acid ethyl ester C(C)OC(=O)[C@H]1C2CCC([C@@H]1NC1=NC(=NC(=C1F)C=1SC=CC1)Cl)CC2